1,4-diazepan-5-one N1CCNC(CC1)=O